N1N=NC(=C1)CN1C(N=C(C2=CC=C(C=C12)C1CC1)NC)=O 1-((1H-1,2,3-triazol-4-yl)methyl)-7-cyclopropyl-4-(methylamino)quinazolin-2(1H)-one